2-bromochloro-6(5H)-phenanthridinone BrC1=C(C=2C3=CC=CC=C3C(NC2C=C1)=O)Cl